N,N-dimethyl-3-hydroxypropionamide CN(C(CCO)=O)C